3-bromo-2,4,6-trimethylaniline BrC=1C(=C(N)C(=CC1C)C)C